O[C@@H](CNC(=O)C=1C=NN2C1N=C(C=C2)N2[C@H](CCC2)C2=C(C=CC(=C2)F)OC)CO N-((S)-2,3-dihydroxypropyl)-5-((R)-2-(5-fluoro-2-methoxyphenyl)pyrrolidin-1-yl)pyrazolo[1,5-a]pyrimidine-3-carboxamide